5-(3-(2,2-difluoroethyl)-2-methyl-3H-imidazo[4,5-b]pyridin-5-yl)-N-(2-azaspiro[3.5]non-7-yl)pyrrolo[2,1-f][1,2,4]triazin-2-amine FC(CN1C(=NC=2C1=NC(=CC2)C=2C=CN1N=C(N=CC12)NC1CCC2(CNC2)CC1)C)F